C1CCC2=C(C=CC=C12)[C@H]([C@@H](C=1OC(NN1)=O)NS(=O)(=O)C=1C=CC2=C(S(CC2)(=O)=O)C1)C N-((1S,2R)-2-(2,3-dihydro-1H-inden-4-yl)-1-(5-oxo-4,5-dihydro-1,3,4-oxadiazol-2-yl)propyl)-2,3-dihydrobenzo[b]thiophene-6-sulfonamide 1,1-dioxide